C(C)(C)C1=C(NC2=CC=C(C=C12)C1CCNCC1)C=1C=C(C=2N(C1)C=C(N2)C)C 6-(3-isopropyl-5-(piperidin-4-yl)-1H-indol-2-yl)-2,8-dimethylimidazo[1,2-a]pyridine